1-((9H-fluoren-9-yl)methyl) 2-(tert-butyl) 4-(perfluorophenyl) (2S,4R)-4-(isopentylamino)pyrrolidine-1,2,4-tricarboxylate C(CC(C)C)N[C@@]1(C[C@H](N(C1)C(=O)OCC1C2=CC=CC=C2C=2C=CC=CC12)C(=O)OC(C)(C)C)C(=O)OC1=C(C(=C(C(=C1F)F)F)F)F